CO[Si](O[SiH](C)C)(C)C 1-methoxy-1,1,3,3-tetramethyldisiloxane